didodecyloxy phosphate P(=O)(OOCCCCCCCCCCCC)(OOCCCCCCCCCCCC)[O-]